C1(CCC1)C1=NN=C(O1)C(=O)N1[C@H](C2=C(CC1)NC=N2)C2=NN1C(C=CC=C1F)=C2 (R)-(5-cyclobutyl-1,3,4-oxadiazol-2-yl)(4-(7-fluoropyrazolo[1,5-a]pyridin-2-yl)-6,7-dihydro-1H-imidazo[4,5-c]pyridin-5(4H)-yl)methanone